ClC1=NC2=C(C=CC=C2C(=C1)Cl)Cl 2,4,8-trichloroquinoline